(2-methylpropyl)-2-(ethoxymethyl)-5-phenyl-1H-imidazole-4-carbaldehyde CC(CN1C(=NC(=C1C1=CC=CC=C1)C=O)COCC)C